FC1(CN(C1)C1=C2C(=NC=C1)N(N=C2C2CN(C2)C(C(=C)F)=O)C2=CC=C(C=C2)OC(F)(F)F)C(=O)N 3-Fluoro-1-(3-(1-(2-fluoroacryloyl)azetidin-3-yl)-1-(4-(trifluoromethoxy)phenyl)-1H-pyrazolo[3,4-b]pyridin-4-yl)azetidine-3-carboxamide